2-methyl-2-(4-(trifluoromethoxy)phenoxy)-1-(4-((4-(trifluoromethoxy)phenyl)sulfonyl)piperazin-1-yl)propan-1-one CC(C(=O)N1CCN(CC1)S(=O)(=O)C1=CC=C(C=C1)OC(F)(F)F)(C)OC1=CC=C(C=C1)OC(F)(F)F